N-(5-(azetidin-1-yl)pyridin-2-yl)-2-(4-(4-fluorophenyl)-1-(oxetan-3-yl)-1H-imidazol-5-yl)thiazole-4-carboxamide N1(CCC1)C=1C=CC(=NC1)NC(=O)C=1N=C(SC1)C1=C(N=CN1C1COC1)C1=CC=C(C=C1)F